CON1C(=C2N=C3C=CC=CC3=C2C=C1)C=C N-methoxy-1-vinyl-β-carboline